6-(4-Ethyl-3-(hydroxymethyl)-5-oxo-4,5-dihydro-1H-1,2,4-triazol-1-yl)-7-Fluoro-2-(2-fluoro-5-methoxyphenyl)-4-isopropylisoquinolin-1(2H)-one C(C)N1C(=NN(C1=O)C=1C=C2C(=CN(C(C2=CC1F)=O)C1=C(C=CC(=C1)OC)F)C(C)C)CO